OC[C@H]1N(CC(=C1)C1=CC=CC=C1)C(=O)OC(C)(C)C tert-butyl (S)-2-(hydroxymethyl)-4-phenyl-2,5-dihydro-1H-pyrrole-1-carboxylate